FC(C=1C=CC=C(C(=O)[O-])C1)(F)F 5-(trifluoromethyl)benzoate